3-(1-oxo-5-(1-(pyrazolo[1,5-a]pyridin-4-ylmethyl)piperidin-4-yl)isoindolin-2-yl)piperidine-2,6-dione O=C1N(CC2=CC(=CC=C12)C1CCN(CC1)CC=1C=2N(C=CC1)N=CC2)C2C(NC(CC2)=O)=O